OC[C@H]1N(CCN(C1)C)[C@@H]1[C@@H](N(CC1)C(=O)OC(C)(C)C)C tert-Butyl (2S,3S)-3-((S)-2-(hydroxymethyl)-4-methylpiperazin-1-yl)-2-methylpyrrolidine-1-carboxylate